C1N(CCC2=CC=CC=C12)C[C@H](CN1CCOC2=C(C1=O)C=CC(=C2)C(=O)N2CCCCC2)O 4-[(2R)-3-(3,4-dihydro-1H-isoquinolin-2-yl)-2-hydroxy-propyl]-8-(piperidine-1-carbonyl)-2,3-dihydro-1,4-benzoxazepine-5-one